N-[(2E)-3-[(3-fluoro-4-methoxyphenyl)(imino)oxo-λ6-sulfanyl]prop-2-en-1-yl]-2-oxo-6-(propan-2-yl)-1,2,5,6,7,8-hexahydroquinoline-3-carboxamide FC=1C=C(C=CC1OC)S(/C=C/CNC(=O)C=1C(NC=2CCC(CC2C1)C(C)C)=O)(=O)=N